(2R,3R,4R,5S)-5-((5-(but-3-yn-1-yl)-1,3,4-thiadiazol-2-yl)amino)-2-(hydroxymethyl)tetrahydro-2H-pyran-3,4-diol C(CC#C)C1=NN=C(S1)N[C@@H]1[C@H]([C@H]([C@H](OC1)CO)O)O